3-[(1R)-1-[2-(1,3-Benzothiazol-6-yl)-3,6-dimethyl-4-oxo-chromen-8-yl]ethoxy]-6-chloro-pyridine-2-carboxamide S1C=NC2=C1C=C(C=C2)C=2OC1=C(C=C(C=C1C(C2C)=O)C)[C@@H](C)OC=2C(=NC(=CC2)Cl)C(=O)N